C(=O)(O)C1C(C(=O)N(C1=O)O)C 3-carboxy-methyl-N-hydroxysuccinimide